5-bromo-2-chloro-3-ethyl-2,3-dihydro-1H-pyrrole BrC1=CC(C(N1)Cl)CC